C1(=CC=CC=C1)OC1(C)CO1 β-epoxypropyl phenyl ether